ClC1=C(C=C(OCC(=O)NC23CC(C2)(C3)C(=O)O)C=C1)F 3-[[2-(4-chloro-3-fluoro-phenoxy)acetyl]amino]bicyclo[1.1.1]pentane-1-carboxylic acid